2-Vinyl-4,4,5,5-tetramethyl-1,3,2-dioxaborolane C(=C)B1OC(C(O1)(C)C)(C)C